N-(2-{[2-(Dimethylamino)ethyl](methyl)amino}-5-[4-(methylamino)-6-phenylfuro[2,3-d]pyrimidin-5-yl]phenyl)prop-2-enamide CN(CCN(C1=C(C=C(C=C1)C1=C(OC=2N=CN=C(C21)NC)C2=CC=CC=C2)NC(C=C)=O)C)C